FC1(CCC(CC1)CNC1C(CCC1)OC=1C=C2CN(C(C2=CC1)=O)C1C(NC(CC1)=O)=O)F 3-(5-((2-(((4,4-difluorocyclohexyl)methyl)amino)cyclopentyl)oxy)-1-oxoisoindolin-2-yl)piperidine-2,6-dione